N,N-dimethyl-palmitylamine CN(C)CCCCCCCCCCCCCCCC